ethyl 3-(bromomethyl)-4-ethoxybenzo[b]thiophene-2-carboxylate BrCC=1C2=C(SC1C(=O)OCC)C=CC=C2OCC